2-amino-6-ethoxynaphthalene NC1=CC2=CC=C(C=C2C=C1)OCC